C(C)(C)(C)OOC(C)(CCC(C)(C)OOC(C)(C)C)C 2,5-Di(tert-butylperoxy)-2,5-dimethylhexan